C(C=C)(=O)O.C(=O)OC1CC2C(CC1)O2 4-epoxycyclohexyl formate acrylate